(R)-6-chloro-3-((1-(3,6-dimethyl-4-oxo-2-phenyl-3,4-dihydroquinazolin-8-yl)ethyl)amino)-N-(methylsulfonyl)picolinamide ClC1=CC=C(C(=N1)C(=O)NS(=O)(=O)C)N[C@H](C)C=1C=C(C=C2C(N(C(=NC12)C1=CC=CC=C1)C)=O)C